4-Nitro-1-naphthaldehyd [N+](=O)([O-])C1=CC=C(C2=CC=CC=C12)C=O